F[C@@H]1[C@@H]([C@@H](N(C1)C(=O)C1OCC1)CC=1C(=C(C=CC1)C1=C(C(=CC=C1)F)F)F)NS(=O)(=O)C N-[(2S,3R,4S)-4-fluoro-1-(oxetane-2-carbonyl)-2-[(2,2',3'-trifluoro[1,1'-biphenyl]-3-yl)methyl]pyrrolidin-3-yl]methanesulfonamide